FC(C1=CC=C(C=C1)SC=1C=CC(=C2C=CC=NC12)CN)(F)F (8-[{4-(trifluoromethyl)phenyl}thio]quinolin-5-yl)methylamine